C(C)(C)(C)OC(=O)N1CC2(C1)C[C@@H]([C@H](CC2)OC2=CC=C1C(=NN(C1=C2)C)C2C(NC(CC2)=O)=O)C.NCC2C1C(CC(C2)C1)CN 2,6-diaminomethyl-norbornane tert-butyl-(6S,7S)-7-[3-(2,6-dioxo-3-piperidyl)-1-methyl-indazol-6-yl]oxy-6-methyl-2-azaspiro[3.5]nonane-2-carboxylate